COC1=C(C(=O)N(C=2OC(=NN2)C2=CN=CS2)C)C=CC(=C1)OC 2,4-dimethoxy-N-methyl-N-(5-(thiazol-5-yl)-1,3,4-oxadiazol-2-yl)benzamide